[Si](C)(C)(C(C)(C)C)OC1=CC(=C(C=C1)B(O)O)Cl (4-((tert-butyldimethylsilyl)oxy)-2-chlorophenyl)boronic acid